FC(C(=O)O)(F)F.C1(CC1)NC(=O)NC1=CC(=CC=C1)N1C(N(C(C=2C1=C(C(N(C2NC2=C(C=C(C=C2)I)F)C)=O)C)=O)C2CC2)=O Cyclopropyl-3-(3-(3-cyclopropyl-5-((2-fluoro-4-iodophenyl)amino)-6,8-dimethyl-2,4,7-trioxo-3,4,6,7-tetrahydropyrido[4,3-d]pyrimidin-1(2H)-yl)phenyl)urea 2,2,2-trifluoroacetate